C(=CCCCCCCCCCCCCCCC)C1=C(C=CC=C1)O heptadecenylphenol